ethyl 6-chloro-5-methoxy-1H-pyrrolo[3,2-b]pyridine-2-carboxylate ClC=1C=C2C(=NC1OC)C=C(N2)C(=O)OCC